(S)-bromo-5β-cholan-24-oate Br[C@H](C(=O)[O-])C[C@@H](C)[C@H]1CC[C@H]2[C@@H]3CC[C@@H]4CCCC[C@]4(C)[C@H]3CC[C@]12C